CC=1C=C(C=CC1C)C(C(=O)O)(F)F (3,4-dimethylphenyl)difluoroacetic acid